C(C)(C)C1=CC=C(C=C1)[C@@H](N[S@](=O)C(C)(C)C)C1=CC=CC=C1 (R)-N-((S)-(4-isopropylphenyl)(phenyl)methyl)-2-methylpropane-2-sulfinamide